N-(carboxymethyl)-N-(tetrahydro-1,1-dioxido-3-thienyl)glycine C(=O)(O)CN(CC(=O)O)C1CS(CC1)(=O)=O